ClC1=C(C=CC=C1Cl)C1=C(C(=NC(=C1C(=O)[O-])C)C)C(=O)OC methyl 4-(2',3'-dichlorophenyl)-2,6-dimethyl-3,5-pyridinedicarboxylate